FC1=C(C(=C2C=CNC2=C1F)S(=O)(=O)C)OC=1C=CC(=C(C1)C=1NC(=CN1)C1(CC(C1)(C)OC)C=1C=C(C=CC1)CCC(=O)O)F Racemic-3-(3-((1r,3r)-1-(2-(5-((6,7-difluoro-4-(methylsulfonyl)-1H-indol-5-yl)oxy)-2-fluorophenyl)-1H-imidazol-5-yl)-3-methoxy-3-methylcyclobutyl)phenyl)propanoic acid